5-(4-tert-butylpiperazine-1-carbonyl)-6-methyl-N-(1-methylcyclopropyl)furo[2,3-d]pyrimidin-4-amine C(C)(C)(C)N1CCN(CC1)C(=O)C1=C(OC=2N=CN=C(C21)NC2(CC2)C)C